C1(CC1)[C@H](C1=NC=2N(C=C1)C=C(N2)[C@@H](NC(C2=CC(=NC=C2)CC(F)(F)F)=O)C2CCC(CC2)(F)F)NC(CCC(F)(F)F)=O N-((S)-(7-((R)-Cyclopropyl(4,4,4-trifluorobutanamido)methyl)imidazo[1,2-a]pyrimidin-2-yl)(4,4-difluorocyclohexyl)methyl)-2-(2,2,2-trifluoroethyl)isonicotinamide